1-Ethyl 2,3-di-oxo-benzoyl-6-oxo-benzyl-beta-D-glucopyranoside O=C1C(C(=O)[C@@]2([C@](OCC)(O[C@@H]([C@H]([C@@H]2O)O)CO)CC2C=CC=CC2=O)O)=CC=CC1=O